C(C1=CC=CC=C1)OC1=C(C=C(C=C1)C1=CC=C(C=C1)NC(=O)OC1=CC=CC=C1)C(=O)O 4-(benzyloxy)-4'-((phenoxycarbonyl)amino)-[1,1'-biphenyl]-3-carboxylic acid